COCCN1C(=CC2=CC(=CC=C12)C)C(=O)O 1-(2-methoxyethyl)-5-methyl-1H-indole-2-carboxylic Acid